N[C@@]1(C([C@@H](CC1)NC=1C=2N(N=CC1/C(/N)=N/C1=C(C=C(C=C1)O)CC)C=C(C2)C=2C=NN(C2)C)(C)C)C (Z)-4-(((1R,3S)-3-amino-2,2,3-trimethylcyclopentyl)amino)-N'-(2-ethyl-4-hydroxyphenyl)-6-(1-methyl-1H-pyrazol-4-yl)pyrrolo[1,2-b]pyridazine-3-carboximidamide